(1R,3S,4R)-2-(7-chloro-1H-indole-2-carbonyl)-5,5-difluoro-N-((S,E)-4-fluoro-4-(methylsulfonyl)-1-((R)-2-oxopyrrolidin-3-yl)but-3-en-2-yl)-2-azabicyclo[2.2.2]octane-3-carboxamide ClC=1C=CC=C2C=C(NC12)C(=O)N1[C@H]2CC([C@@H]([C@H]1C(=O)N[C@@H](C[C@@H]1C(NCC1)=O)\C=C(\S(=O)(=O)C)/F)CC2)(F)F